3-(chloromethyl)-6-(2H-1,2,3-triazol-2-yl)pyridazine ClCC=1N=NC(=CC1)N1N=CC=N1